4-((4-Chlorobenzyl)oxy)-N-(4-(hydroxycarbamoyl)benzyl)quinoline-2-carboxamide ClC1=CC=C(COC2=CC(=NC3=CC=CC=C23)C(=O)NCC2=CC=C(C=C2)C(NO)=O)C=C1